[Na].FC(C(=O)O)(C(C(C(C(C(C(F)(F)F)(F)F)(F)F)(F)F)(F)F)(F)F)F perfluorocaprylic acid sodium